ethyl (2S)-2-[[(2S)-3-(5-amino-1-methyl-benzimidazol-2-yl)-2-(tert-butoxycarbonylamino)propanoyl]amino]-4-methyl-pentanoate NC1=CC2=C(N(C(=N2)C[C@@H](C(=O)N[C@H](C(=O)OCC)CC(C)C)NC(=O)OC(C)(C)C)C)C=C1